COC(CC1=CC(=CC=C1)OCCN(C)C)=O (3-(2-(dimethylamino)ethoxy)phenyl)acetic acid methyl ester